C1OCC12CN(C2)C=2SC=C(N2)CO 2-(2-Oxa-6-azaspiro[3.3]heptan-6-yl)thiazol-4-yl-methanol